1-(4-chlorobenzyl)-N-((3S,4S)-3-fluoropiperidin-4-yl)cyclopropane-1-carboxamide TFA salt OC(=O)C(F)(F)F.ClC1=CC=C(CC2(CC2)C(=O)N[C@@H]2[C@H](CNCC2)F)C=C1